O=C1NC(CCC1N1CCC2=CC(=CC=C12)C=1CCN(CC1)C(=O)OC(C)(C)C)=O tert-butyl 4-[1-(2,6-dioxo-3-piperidyl)indolin-5-yl]-3,6-dihydro-2H-pyridine-1-carboxylate